bis[3-(trieth-oxysilyl)propyl]amine C(C)O[Si](CCCNCCC[Si](OCC)(OCC)OCC)(OCC)OCC